ethyl (5S)-5-[({[3-(difluoromethyl)-1-methyl-1H-pyrazol-5-yl]imino}methylidene)amino]-2-[(1S,2S)-2-methylcyclopropaneamido]-4,5,6,7-tetrahydro-1-benzothiophene-3-carboxylate FC(C1=NN(C(=C1)N=C=N[C@H]1CCC2=C(C(=C(S2)NC(=O)[C@@H]2[C@H](C2)C)C(=O)OCC)C1)C)F